ClC1=CC2=C(C=N1)N(CN2C2CCOCC2)C 6-Chloro-3-methyl-1-(tetrahydro-2H-pyran-4-yl)-1,3-dihydro-2H-imidazo[4,5-c]pyridine